C1(=CC=CC=C1)C(C)(C)C1=CC(=NC=C1)N1C2=CC=CC=C2C=2C=CC(=CC12)O 9-(4-(2-phenylpropan-2-yl)pyridin-2-yl)-9H-carbazol-2-ol